CC(C)=CCC\C(\C)=C\C=C\C(\C)=C\C=C\C(\C=O)=C\C=C\C=C(/C)\C=C\C=C(/C)\C=C\C=C(/C)\CCC=C(C)C 20-Lycopenal